BrC=1C=C(C=C(C1OC1=CC(=C(C=C1)O)C(C)C)Br)NC(CC(=O)O)=O 3-((3,5-dibromo-4-(4-hydroxy-3-isopropylphenoxy)phenyl)amino)-3-oxopropanoic acid